FC(OC=1C=C2CNCC2=CC1)(F)F 5-(trifluoromethoxy)isoindolin